FC=1C(=CC=C2C=CN=C(C12)N)C=1C=NC(=CC1)C 8-fluoro-7-(6-methylpyridin-3-yl)isoquinolin-1-amine